C[C@]12C[C@]3(C[C@H](C[C@@](C1)(C3)C3=CC=CC=C3)C2)C(=O)O (1S,3R,5R,7S)-3-methyl-5-phenyladamantane-1-carboxylic acid